COCC(=O)NC1=CC=C(C=C1)C#CC1=C2C=C(N=CC2=C(N=C1)NC)C1(CC1)C(=O)N (5-((4-(2-methoxyacetamido)phenyl)ethynyl)-8-(methylamino)-2,7-naphthyridin-3-yl)cyclopropanecarboxamide